O=C1N(CCC(N1)=O)C=1C=C(C(=O)O)C=CC1OC 3-(2,4-dioxo-tetrahydropyrimidin-1(2H)-yl)-4-methoxybenzoic acid